CN1C=CC2=CC(=CC=C12)C=CC=1N=C(SC1)NC(OC(C)(C)C)=O tert-butyl (4-(2-(1-methyl-1H-indol-5-yl)vinyl)thiazol-2-yl)carbamate